4-[2-(2-chloro-3-methyl-4-pyridinyl)ethynyl]-5-methyl-1-(3-pyridinyl)imidazole-2-carboxamide ClC1=NC=CC(=C1C)C#CC=1N=C(N(C1C)C=1C=NC=CC1)C(=O)N